2-(2-cyclopropyl-6-fluoro-1H-benzimidazol-1-yl)-N-[4-(trifluoromethyl)phenyl]pyrimidine-4,6-diamine C1(CC1)C1=NC2=C(N1C1=NC(=CC(=N1)NC1=CC=C(C=C1)C(F)(F)F)N)C=C(C=C2)F